7-Bromo-3-cyclopropylquinolin-2-amine BrC1=CC=C2C=C(C(=NC2=C1)N)C1CC1